9-acetyl-6-isopropyl-2-methoxy-3-(3-methoxypropoxy)-5,6-dihydro-10H-pyrido[1,2-h][1,7]naphthyridin-10-on C(C)(=O)C=1C(C=C2N(C(CC=3C=C(C(=NC23)OC)OCCCOC)C(C)C)C1)=O